1-isopropyl-N'-((3-methyl-1,2,3,5,6,7-hexahydrodicyclopenta[b,e]pyridin-8-yl)carbamoyl)-1H-pyrazole-4-sulfonimidamide C(C)(C)N1N=CC(=C1)S(=O)(N)=NC(NC1=C2C(=NC3=C1CCC3)C(CC2)C)=O